FC=1C=C(CNC(=O)C=2SC(=CC2)C=C(C(CCC2=CC=C(C=C2)F)=O)C=2N=C(OC2)C)C=CC1F N-(3,4-difluorobenzyl)-5-(5-(4-fluorophenyl)-2-(2-methyloxazol-4-yl)-3-oxopent-1-en-1-yl)thiophene-2-carboxamide